6-(6-amino-3-fluoropyridin-2-yl)-N2-(4,4-difluorocyclohexyl)-N4-(3,5-difluorophenyl)-1,3,5-triazine-2,4-diamine NC1=CC=C(C(=N1)C1=NC(=NC(=N1)NC1CCC(CC1)(F)F)NC1=CC(=CC(=C1)F)F)F